(3-bromo-5-fluoro-4-methoxyphenyl)acetamide BrC=1C=C(C=C(C1OC)F)CC(=O)N